2-[4-((E)-3-Dodecylaminopropenyl)phenyl]-3-(3-hydroxyphenyl)-4-methyl-2H-chromen-6-ol C(CCCCCCCCCCC)NC/C=C/C1=CC=C(C=C1)C1OC2=CC=C(C=C2C(=C1C1=CC(=CC=C1)O)C)O